5-(4-((8-fluoro-3-isopropyl-2,4-dioxo-1,2,3,4-tetrahydroquinazolin-7-yl)methyl)piperazin-1-yl)-N,6-dimethylpicolinamide FC=1C(=CC=C2C(N(C(NC12)=O)C(C)C)=O)CN1CCN(CC1)C=1C=CC(=NC1C)C(=O)NC